ClC=1C(=NC=NC1)C(F)(F)F 5-chloro-4-(trifluoromethyl)pyrimidin